boron-hafnium [Hf].[B]